O[C@H](/C=C/[C@H]1[C@@H](C[C@@H]2OC[C@H](CC[C@@H]21)CCCC(=O)OC(C)C)OC2OCCCC2)COC2=CC=CC=C2 2-Propanyl 4-[(3S,5aR,6R,7R,8aS)-6-[(1E,3R)-3-hydroxy-4-phenoxy-1-buten-1-yl]-7-(tetrahydro-2H-pyran-2-yloxy)octahydro-2H-cyclopenta[b]oxepin-3-yl]butanoate